tert-butyl (1R,4R,5S)-5-((7-bromo-2-chloro-3-(ethoxycarbonyl)-8-fluoro-6-iodoquinolin-4-yl)amino)-2-azabicyclo[2.1.1]hexane-2-carboxylate BrC1=C(C=C2C(=C(C(=NC2=C1F)Cl)C(=O)OCC)N[C@H]1[C@H]2CN([C@@H]1C2)C(=O)OC(C)(C)C)I